C1(CC1)C1=CC=2C(C3=CC=C(C=C3NC2C=C1)OC)(C)C 2-cyclopropyl-6-methoxy-9,9-dimethyl-9,10-dihydroacridine